ClC1=CC=C(C(=N1)O[C@@H](C(=O)OCC)C)[N+](=O)[O-] ethyl (R)-2-((6-chloro-3-nitropyridin-2-yl)oxy)propanoate